NC1=NC=2C=CC=CC2C2=C1N=C(N2CCOCCN(S(=O)=O)C)CCOC N-(2-{2-[4-amino-2-(2-methoxyethyl)-1H-imidazo[4,5-c]quinolin-1-yl]ethoxy}ethyl)-N-methylsulfonamide